OC=1C2=C(NC(C1C(=O)OCC)=O)CCOC2 ethyl 4-hydroxy-2-oxo-1,5,7,8-tetrahydro-2H-pyrano[4,3-b]pyridine-3-carboxylate